O1C2=C(OCC1C=1N[C@H]([C@@H](N1)[2H])[2H])C=C(C=C2)[2H] (4S,5S)-2-(2,3-dihydrobenzo[b][1,4]dioxin-2-yl-6-d)-4,5-dihydro-1H-imidazole-4,5-d2